CC1=NC(=CC=C1)C#CC2=CC=CC=C2.Cl The molecule is a hydrochloride salt obtained by reaction of 2-methyl-6-(phenylethynyl)pyridine with one equivalent of hydrochloric acid. Potent and highly selective non-competitive antagonist at the mGlu5 receptor subtype (IC50 = 36 nM) and a positive allosteric modulator at mGlu4 receptors. Centrally active following systemic administration in vivo. Reverses mechanical hyperalgesia in the inflamed rat hind paw. It has a role as a metabotropic glutamate receptor antagonist and an anxiolytic drug. It contains a 2-methyl-6-(phenylethynyl)pyridinium(1+).